N1=CC(=CC=C1)C1=NC(=NC(=N1)C1=NC(=CC=C1)C(F)(F)F)NC1=CC(=NC=C1)C(F)(F)F 4-(pyridin-3-yl)-6-(6-(trifluoromethyl)pyridin-2-yl)-N-(2-(trifluoromethyl)pyridin-4-yl)-1,3,5-triazin-2-amine